2-[2-[2-[4-[4-[3-(2-ethoxy-4,4-dimethyl-6-oxo-cyclohexen-1-yl)-4-methyl-phenyl]phenoxy]-1-piperidyl]ethoxy]ethoxy]acetic acid C(C)OC1=C(C(CC(C1)(C)C)=O)C=1C=C(C=CC1C)C1=CC=C(OC2CCN(CC2)CCOCCOCC(=O)O)C=C1